IC1=CC=C(C=C1)C1CNC(N1C(=O)OC(C)(C)C)=O tert-butyl 5-(4-iodophenyl)-2-oxoimidazoline-1-carboxylate